3-fluoro-N2,N2-bis(4-methoxybenzyl)pyridine-2,5-diamine FC=1C(=NC=C(C1)N)N(CC1=CC=C(C=C1)OC)CC1=CC=C(C=C1)OC